BrC=1C=CC2=CC=C(C(=C2C1)C1=CC=CC2=CC=CC=C12)N 7-bromo-binaphthyl-2-amine